FC1=CC=C(C(=C1CC[C@@H](C=1OC(NN1)=O)NS(=O)(=O)C1=CC=C(C=C1)[N+](=O)[O-])C)C N-((1S,2R)-(6-fluoro-2,3-dimethylphenyl)-1-(5-oxo-4,5-dihydro-1,3,4-oxadiazol-2-yl)propyl)-4-nitrobenzenesulfonamide